C1(=CC=CC=C1)N1C2=CC=CC=C2C=2C=C(C=CC12)C1=CC=C(C=C1)N(C1=CC=2C3(C4=CC=CC=C4C2C=C1)C1=CC=CC=C1C=1C=CC=CC13)C1=CC=C(C=C1)C1=CC=CC3=CC=CC=C13 N-[4-(9-phenyl-9H-carbazol-3-yl)phenyl]-N-[4-(1-naphthyl)phenyl]-9,9'-spirobi(9H-fluorene)-2-amine